3-butyl-1,1,2-trimethyl-1H-benzo[e]-indol-3-ium tosylate S(=O)(=O)([O-])C1=CC=C(C)C=C1.C(CCC)[N+]1=C(C(C=2C3=C(C=CC12)C=CC=C3)(C)C)C